C(#N)C1=CC=C(C=C1)NC(=O)C1=C(N(C2=CC=C(C=C12)OC)C=1C=NN(C1)CC)C N-(4-cyanophenyl)-1-(1-ethyl-1H-pyrazol-4-yl)-5-methoxy-2-methyl-1H-indole-3-carboxamide